N-(4-Ethylphenyl)-6-morpholin-4-yl-N1-(3-trifluoromethylphenyl)-[1,3,5]triazine-2,4-diamine C(C)C1=CC=C(C=C1)NC1N(C(=NC(=N1)N)N1CCOCC1)C1=CC(=CC=C1)C(F)(F)F